1-(4-chlorophenyl)-2-methyl-4-(trifluoromethyl)-1H-imidazole-5-carboxylic acid ethyl ester C(C)OC(=O)C1=C(N=C(N1C1=CC=C(C=C1)Cl)C)C(F)(F)F